ClC=1C=C(C=CC1F)N1C(OC(C1=O)(C)C)=O 3-(3-chloro-4-fluorophenyl)-5,5-dimethyloxazolidine-2,4-dione